C1(=CC(=CC=C1)C(=O)OCCCC)C Butyl m-toluate